C1(=CC=CC=C1)C=1C=CC=2N(C3=CC=C(C=C3C2C1)C1=CC=CC=C1)C1=CC=C(C=C1)C=1C2=CC=CC=C2C(=C2C=CC=CC12)C1=CC=CC=C1 3,6-diphenyl-9-[4-(10-phenyl-9-anthracenyl)phenyl]-9H-carbazole